C1=CC=CC=2C3C4=CC=CC=C4C(C12)CC3C(=O)[O-] 9,10-dihydro-9,10-ethanoanthracene-11-carboxylate